C(C)(C)(C)C1=CC=C(C(=O)N2CCCC3=CC(=CC=C23)NS(=O)(=O)C2=C(C=C(C(=C2)F)C)OC)C=C1 N-4-tert-butylbenzoyl-6-(2-methoxy-5-fluoro-4-methylbenzenesulfonamido)-1,2,3,4-tetrahydroquinoline